Xylensulfonat C1(C(C=CC=C1)C)(C)S(=O)(=O)[O-]